(+)-Malonate C(CC(=O)[O-])(=O)[O-]